BrC=1C=CC=2C(=C(C=C3C(=NN(C23)C2=CC=CC=C2)OC)OC)C1 7-bromo-3,5-dimethoxy-1-phenyl-1H-benzo[g]indazole